ClC1=C(C(=O)NC2=C(C=3COCCC3S2)C(=O)OCC)C=CC=C1C(F)(F)F ethyl 2-[2-chloro-3-(trifluoromethyl)benzamido]-4H,6H,7H-thieno[3,2-c]pyran-3-carboxylate